C(#N)C=1C=C2C(=C(C(N(C2=CC1O[C@H]1COCC1)C)=O)C(=O)N)N1CCC(CC1)C1=NC(=NO1)C1=C(C=CC=C1)C 6-Cyano-1-methyl-4-{4-[3-(2-methylphenyl)-1,2,4-oxadiazol-5-yl]piperidin-1-yl}-2-oxo-7-{[(3R)-oxolan-3-yl]oxy}-1,2-dihydroquinoline-3-carboxamide